C(C)N1N=NC2=C1C=CC(=C2C)CC(C(=O)O)(C)C 3-(1-ethyl-4-methyl-1H-benzo[d][1,2,3]triazol-5-yl)-2,2-dimethylpropanoic acid